O=C1N(CCN(C1)C1=CC=C(C=C1)C)C1=C(C=CC=C1)C=CC(=O)N 3-(2-(2-oxo-4-(p-tolyl)piperazin-1-yl)phenyl)acrylamide